CN1N=CC(=C1)C1=CC2=C(O[C@H](CN2S(=O)(=O)C2=CC(=CC=C2)C(F)(F)F)CCC(=O)O)C=C1 (S)-3-(6-(1-methyl-1H-pyrazol-4-yl)-4-((3-(trifluoromethyl)-phenyl)sulfonyl)-3,4-dihydro-2H-benzo[b][1,4]oxazin-2-yl)propanoic acid